C(C1=CC=CC=C1)(=O)SC S-methyl thiobenzoate